tripropyl-2,3-dichloropropylammonium hydroxide [OH-].C(CC)[N+](CC(CCl)Cl)(CCC)CCC